2-(4-fluoro-5-methoxy-1H-indazol-3-yl)-N,N-dimethylethan-1-amine FC1=C2C(=NNC2=CC=C1OC)CCN(C)C